docosyl-dimethyl-allyl-ammonium chloride [Cl-].C(CCCCCCCCCCCCCCCCCCCCC)[N+](CC=C)(C)C